5-(2-methoxyethoxymethyl)-N-(3-methoxypropyl)-2-phenyl-1H-indol-7-amine COCCOCC=1C=C2C=C(NC2=C(C1)NCCCOC)C1=CC=CC=C1